C(C)(=O)OC1CCC2C(OC(C2)=O)CC=C1 2-Oxo-2,3,3a,4,5,6,9,9a-octahydrocycloocta[b]furan-6-yl acetate